3-[(2-chloro-6-fluorophenyl)methyl]-4-[(1,3-dimethyl-1H-pyrazol-5-yl)methyl]-4,5-dihydro-1,2,4-oxadiazol-5-one ClC1=C(C(=CC=C1)F)CC1=NOC(N1CC1=CC(=NN1C)C)=O